2-[6-(difluoromethyl)-1-ethyl-1H-pyrrolo[2,3-b]pyridin-2-yl]-7-methoxy-1-methyl-1H-1,3-benzodiazole-5-carboxylic acid methyl ester COC(=O)C1=CC2=C(N(C(=N2)C2=CC=3C(=NC(=CC3)C(F)F)N2CC)C)C(=C1)OC